1-methyl-3-n-octylimidazolium hexafluorophosphate F[P-](F)(F)(F)(F)F.CN1C=[N+](C=C1)CCCCCCCC